((3R,5R)-3-amino-5-fluoropiperidin-1-yl)(2-(1-(cyclopropylmethyl)-6-(3-(methoxymethyl)-azetidin-1-yl)-1H-indol-2-yl)-4-methoxy-3-methylpyrazolo[1,5-a]pyridin-6-yl)methanone N[C@H]1CN(C[C@@H](C1)F)C(=O)C=1C=C(C=2N(C1)N=C(C2C)C=2N(C1=CC(=CC=C1C2)N2CC(C2)COC)CC2CC2)OC